2,5-diaminobenzene-1,3-dicarboxylic acid NC1=C(C=C(C=C1C(=O)O)N)C(=O)O